(R)-N-(1-(2-fluoro-3-(trifluoromethyl)phenyl)ethyl)-7-methoxy-6-(1-(tetrahydro-2H-pyran-4-yl)piperidin-4-yl)pyrido[2,3-d]pyrimidin-4-amine FC1=C(C=CC=C1C(F)(F)F)[C@@H](C)NC=1C2=C(N=CN1)N=C(C(=C2)C2CCN(CC2)C2CCOCC2)OC